1-fluorocyclohexylmethylamine FC1(CCCCC1)CN